C(C1=CC=CC=C1)OC(=O)N1C(CN(CC1)C1=C(C(=NC2=CN=CC=C12)O[C@@H]1CN(C[C@H]1OC)C)F)CC#N 2-(cyanomethyl)-4-(3-fluoro-2-(((3R,4R)-4-methoxy-1-methylpyrrolidin-3-yl)oxy)-1,7-naphthyridin-4-yl)piperazine-1-carboxylic acid benzyl ester